C(C)C(CO)CCCC.C(C)C(CO)CCCC.C(C)C(CO)CCCC.C(C)C(CO)CCCC.[Ti] titanium tetra(2-ethylhexanol)